CC(C[C@@H](C(=O)NC(CC)C=O)NC)C 3-((S)-4-methyl-2-(methylamino)pentanamido)-4-oxobutan